CC1C(N(C2CC1C2)C(=O)C2=NC(=CC=C2N2N=CC=N2)C)CN trans-{4-methyl-2-[6-methyl-3-(2H-1,2,3-triazol-2-yl)pyridine-2-carbonyl]-2-azabicyclo[3.1.1]hept-3-yl}methylamine